1-((S)-3-(benzothien-3-yl)-2-(dimethylamino)propyl)-3-((R)-1-(thien-2-yl)ethyl)urea S1C=C(C2=C1C=CC=C2)C[C@@H](CNC(=O)N[C@H](C)C=2SC=CC2)N(C)C